ClC1=NN2C(N=CC(=C2[C@H](C)OC)NC2=CC=C(C=C2)[C@@H](C(F)(F)F)N(C(=O)C2CN(CC2)C(=O)NC)C)=N1 N3-[(1S)-1-[4-({2-chloro-7-[(1S)-1-methoxyethyl]-[1,2,4]triazolo[1,5-a]pyrimidin-6-yl}amino)phenyl]-2,2,2-trifluoroethyl]-N1,N3-dimethylpyrrolidine-1,3-dicarboxamide